(S)-4-(2-amino-1H-benzo[d]imidazol-7-yl)-N1-methyl-N1-(pyrrolidin-3-yl)-3-(1H-tetrazol-5-yl)benzene-1,2-disulfonamide NC1=NC2=C(N1)C(=CC=C2)C=2C(=C(C(=CC2)S(=O)(=O)N([C@@H]2CNCC2)C)S(=O)(=O)N)C2=NN=NN2